4-amino-3-chloro-6-(4-chloro-2-fluoro-3-methoxyphenyl)-2-pyridinecarboxylic acid NC1=C(C(=NC(=C1)C1=C(C(=C(C=C1)Cl)OC)F)C(=O)O)Cl